ClC1=CC=C(CN2C(N(C3=CC=C(C=C3C2=O)OC(CF)CF)C2CCN(CC2)C=O)=O)C=C1 4-[3-(4-chlorobenzyl)-6-[2-fluoro-1-(fluoromethyl)ethoxy]-2,4-dioxo-3,4-dihydroquinazolin-1(2H)-yl]piperidine-1-carbaldehyde